bromopropyl nonyl hydrogen phosphate P(=O)(OCCCBr)(OCCCCCCCCC)O